(R)-N-(6-(difluoromethyl)pyridin-2-yl)-8-ethoxy-2-(tetrahydro-2H-pyran-3-yl)imidazo[1,2-a]pyridine-6-carboxamide FC(C1=CC=CC(=N1)NC(=O)C=1C=C(C=2N(C1)C=C(N2)[C@@H]2COCCC2)OCC)F